(2R,4R)-1-(1-(2,2-difluoroethyl)-5-(4-fluoro-1-methyl-1H-pyrazol-5-yl)-3-(1H-pyrazol-5-yl)-1H-pyrazolo[4,3-b]pyridin-7-yl)-2-methylpiperidin-4-ol FC(CN1N=C(C2=NC(=CC(=C21)N2[C@@H](C[C@@H](CC2)O)C)C2=C(C=NN2C)F)C2=CC=NN2)F